(-)-2',3'-dideoxy-3'-thiacytidine [C@@H]1(CS[C@@H](CO)O1)N1C(=O)N=C(N)C=C1